6-((1-(4-fluorophenyl)pyrrolidin-3-yl)oxy)nicotinonitrile FC1=CC=C(C=C1)N1CC(CC1)OC1=NC=C(C#N)C=C1